p-Bromobenzoat BrC1=CC=C(C(=O)[O-])C=C1